5-chloro-2,3-dihydrobenzo[d]isothiazole-3-carboxylic acid methyl ester 1,1-dioxide COC(=O)C1NS(C2=C1C=C(C=C2)Cl)(=O)=O